N1(C=NC=C1)C(=O)N1N=CC[C@H]1C1=CC=CC=C1 (S)-(1H-imidazol-1-yl)(5-phenyl-4,5-dihydro-1H-pyrazol-1-yl)methanone